C(C)(C)(C)OC(=O)N[C@@H](CC1=CN(C=N1)C(=O)OC(C)(C)C)C(=O)O N,N'-di(t-butoxycarbonyl)-L-histidine